COC1=CC=C(COC2=CC(=NC(=N2)S(=O)(=O)C)N2CC(OCC2)C(F)(F)F)C=C1 4-(6-((4-methoxybenzyl)oxy)-2-(methylsulfonyl)pyrimidin-4-yl)-2-(trifluoromethyl)morpholine